4-(2-{4-[2-(pyridin-4-yl)ethenyl]phenyl}ethenyl)pyridine N1=CC=C(C=C1)C=CC1=CC=C(C=C1)C=CC1=CC=NC=C1